N-methyl-N-tridecyltridecan-1-aminium chloride [Cl-].C[NH+](CCCCCCCCCCCCC)CCCCCCCCCCCCC